(E)-5-amino-6-((4-((2-amino-6-(3-((tert-butyldimethylsilyl)oxy)propoxy)-4-carbamoylphenyl)amino)but-2-en-1-yl)amino)nicotinamide NC=1C(=NC=C(C(=O)N)C1)NC\C=C\CNC1=C(C=C(C=C1OCCCO[Si](C)(C)C(C)(C)C)C(N)=O)N